S(=O)(=O)([O-])[O-].[Ba+2].CC(C)(C)[S@@](=O)NC1(COC1)C1=CC(=CC=C1)C(F)(F)F |r| (±)-2-methyl-N-(3-(3-(trifluoromethyl)phenyl)oxetan-3-yl)propane-2-sulfinamide barium sulfate